ClC1=C(C(=O)N2CC(CC2)CN2C(NC3=C2C=C(C=C3)C(=O)O)=O)C=CC(=C1)Cl 3-((1-(2,4-dichlorobenzoyl)pyrrolidin-3-yl)methyl)-2-oxo-2,3-dihydro-1H-benzo[d]imidazole-5-carboxylic acid